C/C(/C(=O)O[C@@H]1C(OC2=CC3=C(C=C2C1)C=CC(O3)=O)(C)C)=C\C3=CC=CC=C3 (S,E)-2,2-dimethyl-8-oxo-2,3,4,8-tetrahydropyrano[3,2-g]chromen-3-yl 2-methyl-3-phenylacrylate